ClC=1C=CC=C2C=CC=C(C12)N1CCC=2C(=C(C(=NC2C1)OC[C@H]1N(CCC1)C)C#N)N1C[C@@H](NCC1)CC#N 7-(8-chloronaphthalen-1-yl)-4-((S)-3-(cyanomethyl)piperazin-1-yl)-2-(((S)-1-methylpyrrolidin-2-yl)methoxy)-5,6,7,8-tetrahydro-1,7-naphthyridine-3-carbonitrile